1-(4-{2-[1-(2-Ethoxy-ethyl)-5-methyl-1H-pyrazol-4-ylamino]-thiazol-4-yl}-phenyl)-imidazolidin-2-one C(C)OCCN1N=CC(=C1C)NC=1SC=C(N1)C1=CC=C(C=C1)N1C(NCC1)=O